FC(/C=C/C1=CC=C(C=C1)C1=CC=CC=C1)F (E)-4-(3,3-difluoroprop-1-en-1-yl)-1,1'-biphenyl